[N-]=C=O.[N-]=C=O.COC(CC)CCC 3-methoxyhexane diisocyanate